CC(C)(CCC(C)(OC(C)(C)C)C)OC(C)(C)C 2,5-dimethyl-2,5-bis(t-butoxy)hexane